FC1(CCC(CC1)[C@@H](C(NC1=NC=CC(=C1)[C@H](CCC)N1C(N[C@@H](C1)C(F)(F)F)=O)=O)NC(OC(C)(C)C)=O)F tert-butyl ((S)-1-(4,4-difluorocyclohexyl)-2-oxo-2-((4-((S)-1-((S)-2-oxo-4-(trifluoromethyl)imidazolidin-1-yl)butyl)pyridin-2-yl)amino)ethyl)carbamate